rhamnulose bisphosphate P(=O)(O)(O)O.P(=O)(O)(O)O.OCC(=O)[C@@H](O)[C@H](O)[C@@H](O)C